ClC=1C(=NC(=NC1)N[C@@H]1[C@H](C=2N(CC1)N=C(C2)COC)O)C=2C=C(C1=C(N(C(=N1)C)C(C)C)C2)F |o1:8,9| rel-(4R,5S)-5-((5-chloro-4-(4-fluoro-1-isopropyl-2-methyl-1H-benzo[d]imidazol-6-yl)pyrimidin-2-yl)amino)-2-(methoxymethyl)-4,5,6,7-tetrahydropyrazolo[1,5-a]pyridin-4-ol